4-((2-(4-(4-chloro-2-fluorophenyl)piperidin-1-yl)phenyl)sulfonyl)-N,N-dimethylbenzenesulfonamide ClC1=CC(=C(C=C1)C1CCN(CC1)C1=C(C=CC=C1)S(=O)(=O)C1=CC=C(C=C1)S(=O)(=O)N(C)C)F